ClC1=CC2=C(C=C1)C1=CC=CC=C1C21C(=NC2=C(C(=CC=C12)C)C)C1=CC=CC=C1 2-Chloro-6',7'-dimethyl-2'-phenylspiro[fluorene-9,3'-indole]